N-{2-chloro-6-[4-(propan-2-yl)piperazine-1-yl]phenyl}-4-methyl-4-(4-methylphenyl)piperidine-1-carboxamide ClC1=C(C(=CC=C1)N1CCN(CC1)C(C)C)NC(=O)N1CCC(CC1)(C1=CC=C(C=C1)C)C